CC1=NN(C(=N1)C)C1=CC=C(C(=N1)C=1N(C=C(N1)C1=CC=CC=C1)C)S(=O)(=O)NC 6-(3,5-dimethyl-1H-1,2,4-triazol-1-yl)-N-methyl-2-(1-methyl-4-phenylimidazol-2-yl)pyridine-3-sulfonamide